4-pentylpiperazin C(CCCC)N1CCNCC1